2-fluoro-4-iodo-N'-[2-[(4-methoxyphenyl)methyl]pyrazol-3-yl]-6-[(3R)-3-methylmorpholin-4-yl]pyridine-3-carbohydrazide FC1=NC(=CC(=C1C(=O)NNC=1N(N=CC1)CC1=CC=C(C=C1)OC)I)N1[C@@H](COCC1)C